(10-bromoanthracen-9-yl)dimethylphosphine oxide BrC1=C2C=CC=CC2=C(C2=CC=CC=C12)P(C)(C)=O